(Z)-3-amino-2-nitropropene NCC(=C)[N+](=O)[O-]